C1(=CC=CC=C1)S(=O)(=O)N1OC1C1=CC=CC=C1 2-(benzenesulfonyl)-3-phenyl-oxaziridine